2-((ethoxycarbonyl)(5-tosyl-5H-pyrrolo[2,3-b]pyrazin-2-yl)amino)acetylpyrrolidine-1-carboxylate C(C)OC(=O)N(CC(=O)OC(=O)N1CCCC1)C=1N=C2C(=NC1)N(C=C2)S(=O)(=O)C2=CC=C(C)C=C2